7-((5,5-difluoro-2,7-diazaspiro[3.5]nonan-7-yl)methyl)-1,2,3,4-tetrahydro-1,8-naphthyridine FC1(C2(CNC2)CCN(C1)CC1=CC=C2CCCNC2=N1)F